C1(CC1)C=1C(=NC(=C(C(=O)NC2=CC(=NC=C2)S(N)(=O)=O)C1)N1CCC(CC1)(F)F)C(F)(F)F 5-Cyclopropyl-2-(4,4-difluoropiperidin-1-yl)-N-(2-sulfamoylpyridin-4-yl)-6-(trifluoromethyl)nicotinamide